1-(2-(2,6-dioxopiperidin-3-yl)-1,3-dioxoisoindolin-5-yl)-3-(2-(4-(pyridazin-4-yl)phenyl)propan-2-yl)urea O=C1NC(CCC1N1C(C2=CC=C(C=C2C1=O)NC(=O)NC(C)(C)C1=CC=C(C=C1)C1=CN=NC=C1)=O)=O